1-((S)-2-(3-((2-((3S,4R)-3-fluoro-4-methoxypiperidin-1-yl)pyrimidin-4-yl)amino)-8-((R)-3-((methylsulfonyl)methyl)piperidin-1-yl)isoquinolin-5-yl)pyrrolidin-1-yl)prop-2-en-1-one F[C@H]1CN(CC[C@H]1OC)C1=NC=CC(=N1)NC=1N=CC2=C(C=CC(=C2C1)[C@H]1N(CCC1)C(C=C)=O)N1C[C@@H](CCC1)CS(=O)(=O)C